(S)-N-(6-(3,5-dimethylisoxazol-4-yl)-7-methylbenzo[d]thiazol-2-yl)pyrrolidine-3-carboxamide CC1=NOC(=C1C1=C(C2=C(N=C(S2)NC(=O)[C@@H]2CNCC2)C=C1)C)C